3-acrylamido-1-(4-(trifluoromethyl)phenyl)-1,2,3,4-tetrahydroquinoline-5-carboxylic acid C(C=C)(=O)NC1CN(C=2C=CC=C(C2C1)C(=O)O)C1=CC=C(C=C1)C(F)(F)F